COC1=C(C=C(C=C1)C)[C@@]1([C@@H](C1)C=1C=NC(=CC1)C)C(=O)NS(=O)(=O)C=1C=2C=CC(=NC2C=CC1)C (1R,2S)-1-(2-methoxy-5-methylphenyl)-2-(6-methylpyridin-3-yl)-N-(2-methylquinoline-5-sulfonyl)cyclopropane-1-carboxamide